1-(3-Fluoro-5-methoxy-pyridin-4-yl)-7-methoxy-8-(6-methoxypyridin-3-yl)-3-methyl-1,3-dihydroimidazo-[4,5-c]quinolin-2-one FC=1C=NC=C(C1N1C(N(C=2C=NC=3C=C(C(=CC3C21)C=2C=NC(=CC2)OC)OC)C)=O)OC